2-methyl-5-{[2-(trifluoromethyl)pyridin-3-yl]methoxy}-2H-indazole-3-carboxylic acid CN1N=C2C=CC(=CC2=C1C(=O)O)OCC=1C(=NC=CC1)C(F)(F)F